(4-(trifluoromethoxy)-2-((triisopropylsilyl)ethynyl)phenyl)methylamine FC(OC1=CC(=C(C=C1)CN)C#C[Si](C(C)C)(C(C)C)C(C)C)(F)F